5-([5-[(4-bromophenyl)methoxy]-1,3,4-thiadiazol-2-yl]carbamoyl)-4-(2-methoxyphenyl)pyridine-2-carboxylic acid BrC1=CC=C(C=C1)COC1=NN=C(S1)NC(=O)C=1C(=CC(=NC1)C(=O)O)C1=C(C=CC=C1)OC